(E)-N-(2-(2-methoxyethoxy)phenyl)-3-(4-methoxyphenyl)acrylamide COCCOC1=C(C=CC=C1)NC(\C=C\C1=CC=C(C=C1)OC)=O